FC1=C(C=CC(=C1)F)C=1OC2=C(C=C(C=C2C(C1)=O)C)[C@@H](C)NC1=C(C=CC=C1)S(=O)(=O)N (R)-2-((1-(2-(2,4-difluorophenyl)-6-methyl-4-oxo-4H-chromen-8-yl)ethyl)amino)benzenesulfonamide